Methyl N-(2-(4-(6-azidohexanamido)phenyl)thiazole-4-carbonyl)-O-(tert-butyldimethylsilyl)-L-serinate N(=[N+]=[N-])CCCCCC(=O)NC1=CC=C(C=C1)C=1SC=C(N1)C(=O)N[C@@H](CO[Si](C)(C)C(C)(C)C)C(=O)OC